(3S,4S)-4-methoxy-1-methylpyrrolidin-3-ol CO[C@@H]1[C@H](CN(C1)C)O